C(CCC)OC(C(C)S(NC1=CC(=C(C=C1)N1N=CC(=C1)C1=NC(=NC(=C1)C)N1CCC(CC1)(F)F)N1CCC2(CC2)CC1)(=O)=O)=O 2-(N-(4-(4-(2-(4,4-difluoropiperidin-1-yl)-6-methylpyrimidin-4-yl)-1H-pyrazol-1-yl)-3-(6-Azaspiro[2.5]octane-6-yl)phenyl)sulfamoyl)propionic acid butyl ester